4-iodo-1-phenylbutan-2-one ICCC(CC1=CC=CC=C1)=O